C(=O)=COCC[Si](OC)(OC)OC 2-(carbonylmethoxy)ethyltrimethoxysilane